C12N(NC(CC1)C2)C(=O)OC(C)(C)C tert-butyl 2,3-diazabicyclo[2.2.1]heptane-2-carboxylate